C(C)(=O)N[C@@H]1C[C@H](CC1)NC([C@@H](C12CCC(CC1)(C2)F)C2=C(C(=CC=C2F)Cl)F)=O (S)-N-((1S,3S)-3-acetamido-cyclopentyl)-2-(3-chloro-2,6-difluorophenyl)-2-(4-fluoro-bicyclo[2.2.1]hept-1-yl)acetamide